FC(C12CC(C1)(C2)S(=O)(=O)Cl)(F)F 3-(trifluorometh-yl)bicyclo[1.1.1]pentane-1-sulfonyl chloride